5-(chloromethyl)-1H-benzotriazole ClCC1=CC2=C(NN=N2)C=C1